tert-butyl N-[(3R)-5-[[4-(cyclopentoxy)phenyl]methyl]-8-fluoro-1,1,4-trioxo-7-(5-pyrrolidin-3-yl-1,2,4-oxadiazol-3-yl)-2,3-dihydro-1λ6,5-benzothiazepin-3-yl]carbamate C1(CCCC1)OC1=CC=C(C=C1)CN1C([C@H](CS(C2=C1C=C(C(=C2)F)C2=NOC(=N2)C2CNCC2)(=O)=O)NC(OC(C)(C)C)=O)=O